C12(CCCCC1)OC1=C(O2)C=CC(=C1)C(=O)O spiro[benzo[d][1,3]dioxole-2,1'-cyclohexane]-5-carboxylic acid